2-(8-methoxy-[1,2,4]triazolo[1,5-a]pyridin-6-yl)-3,4-dimethyl-6-(piperidin-3-yl)-9H-carbazole COC=1C=2N(C=C(C1)C1=CC=3NC4=CC=C(C=C4C3C(=C1C)C)C1CNCCC1)N=CN2